NC(CCN(C(CCl)=O)NC(=O)[C@@H](CC(C)C)N(C(=O)C=1NC2=CC=CC=C2C1)C)=O N-[(1R)-1-[[(3-Amino-3-oxo-propyl)-(2-chloroacetyl)amino]carbamoyl]-3-methyl-butyl]-N-methyl-1H-indole-2-carboxamide